(4-chlorophenyl)-N-(2-(4-methylpiperazin-1-yl)ethyl)-5-phenyloxazole-4-carboxamide ClC1=CC=C(C=C1)C=1OC(=C(N1)C(=O)NCCN1CCN(CC1)C)C1=CC=CC=C1